C(CCCCC)(=O)[O-].[Zr+4].C(CCCCC)(=O)[O-].C(CCCCC)(=O)[O-].C(CCCCC)(=O)[O-] zirconium hexanoate